tert-Butyl 5-(7-ethyl-6-fluoro-1H-indol-3-yl)-3,6-dihydropyridine-1(2H)-carboxylate C(C)C=1C(=CC=C2C(=CNC12)C1=CCCN(C1)C(=O)OC(C)(C)C)F